6-(bicyclo[1.1.1]pentan-1-ylmethyl)-2-methyl-5-oxo-5,6-dihydro-1,6-naphthyridine-3-carboxylic acid C12(CC(C1)C2)CN2C(C=1C=C(C(=NC1C=C2)C)C(=O)O)=O